beta-L-altrose O[C@@H]1[C@H](O)[C@@H](O)[C@@H](O)[C@@H](O1)CO